C(C)OC(CSCC(CCCC(N1N=C(C=C1)C1=C(C=CC(=C1)OC1=C(C2=C(NC=N2)C=C1F)C=C)F)C=1C=C(C=CC1)CCC(=O)OCC)(C)C)=O ethyl 3-(3-(6-((2-ethoxy-2-oxoethyl)thio)-1-(3-(2-fluoro-5-((6-fluoro-4-vinyl-1H-benzo[d]imidazol-5-yl)oxy)phenyl)-1H-pyrazol-1-yl)-5,5-dimethylhexyl)-phenyl)propanoate